2,4-dimethyl-4,4a,5,9b-tetrahydroindeno[1,2-d][1,3]dioxazine CN1OC(C2C(O1)C1=CC=CC=C1C2)C